ClC=1C(=CC(=C(C(=O)NC2=CC(=NC=C2)S(=O)(=O)Cl)C1)OC1=C(C=C(C=C1)F)C)C(F)(F)F 4-(5-chloro-2-(4-Fluoro-2-methylphenoxy)-4-(trifluoromethyl)benzamido)pyridine-2-sulfonyl chloride